FC(C#C[Si](C(C)C)(C(C)C)C(C)C)(CC(CCC(C)C)C1=C(CCCC1)C(=O)OCC)F Ethyl 2-(3,3-difluoro-8-methyl-1-(triisopropylsilyl)non-1-yn-5-yl)cyclohex-1-ene-1-carboxylate